tri(3-tertiarypentylphenyl) phosphate P(=O)(OC1=CC(=CC=C1)C(C)(C)CC)(OC1=CC(=CC=C1)C(C)(C)CC)OC1=CC(=CC=C1)C(C)(C)CC